6-bromo-1-methyl-4-[4-(5-methyl-1,3-benzooxazol-2-yl)piperidin-1-yl]-2-oxo-7-[(oxocyclopent-3-yl)oxy]-1,2-dihydroquinoline-3-carbonitrile BrC=1C=C2C(=C(C(N(C2=CC1OC1CC(CC1)=O)C)=O)C#N)N1CCC(CC1)C=1OC2=C(N1)C=C(C=C2)C